Methyl-4,6-dichloronicotinate COC(C1=CN=C(C=C1Cl)Cl)=O